BrC(C)C1=NC(=NC=C1)C(F)(F)F 4-(1-bromoethyl)-2-(trifluoromethyl)pyrimidine